N1=CC(=CC=C1)N1CCC2=C1N=C(N=C2C2=CC=NC=C2)N2CCOCC2 4-(7-(pyridin-3-yl)-4-(pyridin-4-yl)-6,7-dihydro-5H-pyrrolo[2,3-d]pyrimidin-2-yl)morpholine